[Si](C1=CC=CC=C1)(C1=CC=CC=C1)(C(C)(C)C)OCC1(CC(C1)(OC)OC)CSC=1C(=C(C=C2C(NC(NC12)=O)=O)C(F)(F)F)C1=C(C=C(C(=C1)Cl)F)F 8-(((1-(((tert-butyldiphenylsilyl)oxy)methyl)-3,3-dimethoxycyclobutyl)methyl)thio)-7-(5-chloro-2,4-difluorophenyl)-6-(trifluoromethyl)quinazoline-2,4(1H,3H)-dione